C(C)N(CCC(N)N)CCC ethyldiamino-di-n-propylamine